(4-(1-(5-((4-(4-chloro-7,7-dimethyl-5-oxo-5,7-dihydroindolo[1,2-a]quinazolin-10-yl)piperazin-1-yl)methyl)pyridin-2-yl)piperidin-4-yl)-2,6-difluorophenyl)piperidine-2,6-dione ClC=1C=2C(N=C3N(C2C=CC1)C1=CC(=CC=C1C3(C)C)N3CCN(CC3)CC=3C=CC(=NC3)N3CCC(CC3)C3=CC(=C(C(=C3)F)N3C(CCCC3=O)=O)F)=O